([3,3'-bithiophen]-5-yl)-3-oxopropanoic acid methyl ester COC(C(C=O)C1=CC(=CS1)C1=CSC=C1)=O